4-(6-(3-(5-fluoro-1-methyl-1H-pyrrolo[2,3-b]pyridin-3-yl)pyrrolidin-1-yl)benzo[d]thiazol-2-yl)morpholine FC=1C=C2C(=NC1)N(C=C2C2CN(CC2)C2=CC1=C(N=C(S1)N1CCOCC1)C=C2)C